trifluoro-4-(prop-2-yn-1-yl)-6-(2,3,5,6-tetrafluoro-4-(methylsulfanyl)phenyl)-2H-benzo[b][1,4]oxazin-3(4H)-one FC1=C(C(=C(C2=C1OCC(N2CC#C)=O)F)C2=C(C(=C(C(=C2F)F)SC)F)F)F